NCC(C1=CC(=CC=C1)Cl)NC(=O)C1=CN(C=C1)C1=CC(=NC=C1C)NC1=CC=C(C=C1)F N-(2-Amino-1-(3-chlorophenyl)ethyl)-1-(2-((4-fluorophenyl)amino)-5-methyl-pyridin-4-yl)-1H-pyrrole-3-carboxamide